N[C@@H]1CN(CC[C@H]1F)C1=NC2=C(N1CC(=O)N(C)C)C=C(C=C2)C(F)(F)F 2-(2-((3R,4R)-3-amino-4-fluoropiperidin-1-yl)-6-(trifluoromethyl)-1H-benzo[d]imidazol-1-yl)-N,N-dimethylacetamide